C[C@@]1(COCC1)C(=O)N[C@H](C(=O)O)CCCCCCCC1=NC=2NCCCC2C=C1 (S)-2-((R)-3-methyltetrahydrofuran-3-carboxamido)-9-(5,6,7,8-tetrahydro-1,8-naphthyridin-2-yl)nonanoic acid